N-((1R,2S)-2-Acrylamidocyclopentyl)-5-(2-methyl-6-((2-methylpyridin-3-yl)oxy)pyridin-3-yl)-4-oxo-4,5-dihydro-3H-1-thia-3,5,8-triazaacenaphthylene-2-carboxamide C(C=C)(=O)N[C@@H]1[C@@H](CCC1)NC(=O)C=1SC=2N=CC=C3N(C(NC1C23)=O)C=2C(=NC(=CC2)OC=2C(=NC=CC2)C)C